N-((6-((3R,5S)-3,5-dimethylpiperazin-1-yl)pyridin-2-yl)methyl)-3-(pyridin-4-yl)-1H-pyrrolo[2,3-b]pyridin-4-amine C[C@@H]1CN(C[C@@H](N1)C)C1=CC=CC(=N1)CNC=1C2=C(N=CC1)NC=C2C2=CC=NC=C2